C(CCC)[B-](C1=C(C=CC=C1F)F)(C1=C(C=CC=C1F)F)C1=C(C=CC=C1F)F.C(C1=CC=CC=C1)[N+](C1=CC=CC=C1)(C)C benzyldimethylphenylammonium butyltris(2,6-difluorophenyl)borate